5-amino-3-(6-fluoro-7-((5-fluoro-2-methoxybenzamido)methyl)-1H-indol-4-yl)-1-isopropyl-1H-pyrazole-4-carboxamide NC1=C(C(=NN1C(C)C)C1=C2C=CNC2=C(C(=C1)F)CNC(C1=C(C=CC(=C1)F)OC)=O)C(=O)N